(3R,4S,5S,6S)-3,4,5,6,7-pentahydroxyheptanone O[C@@H](C(C)=O)[C@H]([C@H]([C@H](CO)O)O)O